CC1(COC=2C1=NC(=CC2)C(C)=O)C (3,3-dimethyl-2,3-dihydrofuro[3,2-b]pyridin-5-yl)ethan-1-one